methyl 3-(3-(3-(6-carbamoylpyrazolo[1,5-a]pyridine-3-carboxamido)-5-fluoro-4-methylphenyl)-1,2,4-oxadiazol-5-yl)azetidine-1-carboxylate C(N)(=O)C=1C=CC=2N(C1)N=CC2C(=O)NC=2C=C(C=C(C2C)F)C2=NOC(=N2)C2CN(C2)C(=O)OC